racemic-tetrAbutyl-2-(aminomethyl)morpholine-4-carboxylate C(CCC)C1OC(C(N(C1)C(=O)[O-])(CCCC)CCCC)(CN)CCCC